C(C)OC(=O)C=1N(C2=C(C=CC=C2C1)OCC1=CC=CC=C1)CC1CC1 7-(Phenylmethyloxy)-1-(cyclopropylmethyl)-1H-indole-2-carboxylic acid ethyl ester